(2S)-3-(8-(3-bromo-4-methylphenylsulfonyl)-1-oxa-8-azaspiro[4.5]dec-3-ylamino)-N-methylbenzenesulfonamide BrC=1C=C(C=CC1C)S(=O)(=O)N1CCC2(CC(CO2)NC=2C=C(C=CC2)S(=O)(=O)NC)CC1